COCCOCCOCCOCCOCCOCCOC=1C=C(C(=O)O)C=CC1CCCO 3-(2,5,8,11,14,17-hexaoxanonadecan-19-yloxy)-4-(3-hydroxypropyl)benzoic acid